CC(C[C@@H](C(=O)NC1=CC=C(C=C1)N1CCOCC1)NS(=O)(=O)C1=CC=CC2=CC=CC=C12)C (S)-4-methyl-N-(4-morpholinophenyl)-2-(naphthalene-1-sulfonylamino)pentanamide